(6R)-3,3-difluoro-6-[(1R,3aS,7aR,E)-4-{2-[5-(4-methylphenyl)-1H-tetrazol-1-yl]ethylidene}-7a-methyloctahydro-1H-inden-1-yl]-2-methylheptan-2-ol FC(C(C)(O)C)(CC[C@@H](C)[C@H]1CC[C@H]2/C(/CCC[C@]12C)=C/CN1N=NN=C1C1=CC=C(C=C1)C)F